ClC1=C(C(=O)O)C=CC(=C1SC)OC(F)(F)F 2-chloro-3-methylsulfanyl-4-(trifluoromethoxy)benzoic acid